C[C@H](CCC(=O)NCCS(=O)(=O)[O-])[C@H]1CC[C@@H]2[C@@]1([C@H](C[C@H]3[C@H]2C(=O)C[C@H]4[C@@]3(CC[C@H](C4)O)C)O)C The molecule is a cholanic acid conjugate anion that is the conjugate base of 7-oxotaurodeoxycholic acid, obtained by deprotonation of the sulfonic acid group; major species at pH 7.3. It is a cholanic acid conjugate anion and an organosulfonate oxoanion. It is a conjugate base of a 7-oxotaurodeoxycholic acid.